tris(2,2,2-trifluoroethyl) phosphite P(OCC(F)(F)F)(OCC(F)(F)F)OCC(F)(F)F